FC=1C=C(/C(=N/O)/N)C=CC1 (Z)-3-fluoro-N'-hydroxybenzoamidine